2-ethylidene-1,2,3,4,4a,9b-hexahydro-1,4-methanodibenzo[b,d]furan C(C)=C1C2C3C(OC4=C3C=CC=C4)C(C1)C2